3-(4,6-dichloro-5-fluoropyrimidin-2-yl)-5-fluoropyrazolo[1,5-a]Pyridine ClC1=NC(=NC(=C1F)Cl)C=1C=NN2C1C=C(C=C2)F